FC1=C(C=C(C(=C1)F)F)C[C@H]1CO1 (S)-3-(2,4,5-trifluorophenyl)-1,2-epoxypropane